(R)-7-amino-3-methyl-N-(7-(piperazin-1-yl)-3,4-dihydro-2H-pyrano[3,2-c]pyridin-3-yl)thieno[2,3-b]pyrazine-6-carboxamide NC1=C(SC2=NC(=CN=C21)C)C(=O)N[C@@H]2CC=1C=NC(=CC1OC2)N2CCNCC2